FC1=C(COC2=CC=C(C=C2)OB(O)O)C=CC=C1 (4-((2-fluorobenzyl)oxy)phenyl)Boric acid